(R)-3-((1H-pyrrolo[2,3-b]pyridin-5-yl)oxy)-4'-(2-(2-(1-methyl-1,2,3,6-tetrahydropyridin-4-yl)phenyl)pyrrolidin-1-yl)-[1,1'-biphenyl]-4-carboxylic acid N1C=CC=2C1=NC=C(C2)OC=2C=C(C=CC2C(=O)O)C2=CC=C(C=C2)N2[C@H](CCC2)C2=C(C=CC=C2)C=2CCN(CC2)C